(S)-6-((4-bromo-2,3-dihydro-1H-inden-1-yl)oxy)-2-methoxy-5-(trifluoromethyl)nicotinaldehyde BrC1=C2CC[C@@H](C2=CC=C1)OC1=NC(=C(C=O)C=C1C(F)(F)F)OC